FC1=C(C=CC=2OCC(OC21)(C)C)C(C)O 1-(5-fluoro-3,3-dimethyl-2,3-dihydrobenzo[b][1,4]dioxin-6-yl)ethan-1-ol